ClC=1C=CC2=C(C(=NC/C(/N2)=N/C(C(=O)OC)CO)C2=C(C=CC=C2)F)C1 Methyl 2-{[(2Z)-7-chloro-5-(2-fluorophenyl)-2,3-dihydro-1H-1,4-benzodiazepin-2-ylidene]amino}-3-hydroxypropanoate